(Z)-2-chloro-5-((2,5-dibromothiophen-3-yl)methylene)-4H-cyclopenta[b]thiophene ClC1C=C2C(S1)=C\C(\C2)=C/C2=C(SC(=C2)Br)Br